N-(3-(6-Amino-5-(3-(N-methylacrylamido)propoxy)pyrimidin-4-yl)-5-fluoro-2-methylphenyl)-4-cyclopropyl-2-fluorobenzamide NC1=C(C(=NC=N1)C=1C(=C(C=C(C1)F)NC(C1=C(C=C(C=C1)C1CC1)F)=O)C)OCCCN(C(C=C)=O)C